BrC1=CC(=CC=2N1N=C(C2)\C=N\S(=O)C(C)(C)C)C (E)-N-((7-bromo-5-methylpyrazolo[1,5-a]pyridin-2-yl)methylene)-2-methylpropane-2-sulfinamide